FC(C=1C=C(C=C(C1)C(F)(F)F)C1=NN(C=N1)/C=C/C(=O)N1CC(C1)(F)F)(F)F (E)-3-(3-(3,5-bis(trifluoromethyl)phenyl)-1H-1,2,4-triazol-1-yl)-1-(3,3-difluoroazetidin-1-yl)prop-2-en-1-one